5-(5-methoxypyridin-3-yl)-2H-tetrazol COC=1C=C(C=NC1)C=1N=NNN1